CC=1N=C(SC1)CNC(=O)C1=NC=CC=C1 N-((4-methylthiazol-2-yl)methyl)pyridinecarboxamide